[Si](C)(C)(C(C)(C)C)OCC=1C=C(C(=O)O)C=C(N1)CO[Si](C)(C)C(C)(C)C 2,6-bis(((tert-butyldimethylsilyl)oxy)methyl)isonicotinic acid